ClC1=C(C(=O)NC=2C(=NNC2)C(=O)NC2CCN(CC2)CC=2C=C3C(N(C(C3=CC2)=O)C2C(NC(CC2)=O)=O)=O)C(=CC=C1)Cl 4-(2,6-dichlorobenzamido)-N-(1-((2-(2,6-dioxopiperidin-3-yl)-1,3-dioxoisoindolin-5-yl)methyl)piperidin-4-yl)-1H-pyrazole-3-carboxamide